O=C1NC(CCC1N1C(C2=CC=C(C=C2C1=O)NCC(=O)N)=O)=O 2-((2-(2,6-dioxo-piperidin-3-yl)-1,3-dioxoisoindolin-5-yl)amino)acetamide